3-(2-hydroxyethyl)-5-(trifluoromethyl)pyridinecarbohydrazide OCCC=1C(=NC=C(C1)C(F)(F)F)C(=O)NN